C12(CC3CC(CC(C1)C3)C2)S adamantane-thiol